CN1N=CC=C1C(=O)NC(C(NC1=CC=C2C(=C1)NC(C21CCOCC1)=O)=O)=C1C=2C=CC=CC2C1C 2-Methyl-N-{1-(8-methyl-7-bicyclo[4.2.0]octa-1(6),2,4-trienylidene)-2-oxo-2-[(2-oxospiro[1H-indole-3,4'-oxane]-6-yl)amino]ethyl}pyrazole-3-carboxamide